[N+](=O)([O-])/C=C/C1=CC=C(C=C1)N1N=CC=N1 (E)-2-(4-(2-nitrovinyl)phenyl)-2H-1,2,3-triazole